tert-butyl (5R,5aS,6S,9R)-2-chloro-5-ethyl-12-(ethylthio)-1-fluoro-4,5,5a,6,7,8,9,10-octahydro-3,10a,11,13,14-pentaaza-6,9-methanonaphtho[1,8-ab]heptalene-14-carboxylate ClC=1C(=C2N=C(N=C3C2=C(C[C@H]([C@H]2[C@@H]4CC[C@H](CN32)N4C(=O)OC(C)(C)C)CC)N1)SCC)F